ClC=1SC=C(N1)C(=O)OCC ethyl 2-chloro-1,3-thiazole-4-carboxylate